6-(1-methyl-1H-pyrazol-4-yl)-4-(4-(pyridin-2-yl)piperazin-1-yl)quinazoline CN1N=CC(=C1)C=1C=C2C(=NC=NC2=CC1)N1CCN(CC1)C1=NC=CC=C1